Cl.N1C=CC2=CC(=CC=C12)C=1N(N=C2C1CNCC2)C2=C(C=CC=C2C)OCC(C)C 3-(1H-indol-5-yl)-2-(2-isobutoxy-6-methylphenyl)-4,5,6,7-tetrahydro-2H-pyrazolo[4,3-c]Pyridine hydrochloride